COC(C1=NC=C(C=C1CC#N)C1=CC=C(C=C1)C(C)(C)C)=O 5-(4-(tert-butyl)phenyl)-3-(cyanomethyl)picolinic acid methyl ester